O=C([C@H](O)[C@@H](O)[C@@H](O)[C@H](O)C(=O)OC)OC dimethyl galactarate